N1C[C@H]([C@@]2(CC1)NCC1=CC=CC=C1C2)O (3R,3'R)-1,4-dihydro-2H-spiro[isoquinoline-3,4'-piperidine]-3'-ol